2-(1H-indol-1-yl)-N-[(1s,4s)-4-{[6-chloro-2-(trifluoromethyl)quinolin-4-yl]amino}cyclohexyl]acetamide N1(C=CC2=CC=CC=C12)CC(=O)NC1CCC(CC1)NC1=CC(=NC2=CC=C(C=C12)Cl)C(F)(F)F